N1=C(C=CC=C1)SSCCC(=O)O.ON1C(CCC1=O)=O N-hydroxysuccinimide 3-(2-Pyridyldithio)propionate